phenyl-phenylenediamine dihydrochloride Cl.Cl.C1(=CC=CC=C1)NC1=C(C=CC=C1)N